C(C)(C)(C)C1=CC=C(C=C1)C1=C(C=NC2=CC=C(C=C12)F)C(=O)N1CCN(CC1)S(=O)(=O)C (4-(4-(Tert-Butyl)phenyl)-6-fluoroquinolin-3-yl)(4-(methylsulfonyl)piperazin-1-yl)methanone